trans-tert-butyl N-[(3R,4R)-1-[2-ethyl-7-({8-fluoro-2-methylimidazo[1,2-a]pyridin-6-yl}carbamoyl)indazol-4-yl]-4-fluoropyrrolidin-3-yl]-N-methylcarbamate C(C)N1N=C2C(=CC=C(C2=C1)N1C[C@H]([C@@H](C1)F)N(C(OC(C)(C)C)=O)C)C(NC=1C=C(C=2N(C1)C=C(N2)C)F)=O